FC=1C=C(OC2=CC(=C(C=C2)[N+](=O)[O-])C)C=C(C1)F 4-(3,5-difluorophenoxy)-2-methyl-1-nitrobenzene